BrC=1C=C2C(=NC=NC2=CC1)C1=CC(=C(C=C1)N1[C@@H]2CN([C@H](C1)C2)C(C)=O)F 1-((1S,4S)-5-(4-(6-bromoquinazolin-4-yl)-2-fluorophenyl)-2,5-diazabicyclo[2.2.1]heptan-2-yl)ethan-1-one